CC=1C=C(C=CC1)C1=CC2=CC=CC=C2C=C1C(F)(F)F 2-(3-methylphenyl)-3-(trifluoromethyl)naphthalene